FC1=C(OC2=CC=NC3=CC(=C(C=C23)OC)OCC(=O)[O-])C=CC(=C1)NC(=O)C1(CC1)C(NC1=CC=C(C=C1)F)=O.[Mg+2].FC1=C(OC2=CC=NC3=CC(=C(C=C23)OC)OCC(=O)[O-])C=CC(=C1)NC(=O)C1(CC1)C(NC1=CC=C(C=C1)F)=O magnesium 2-[[4-[2-fluoro-4-[[1-[(4-fluorophenyl)carbamoyl]cyclopropanecarbonyl]amino]phenoxy]-6-methoxy-7-quinolyl] oxy]acetate